N1(CCOCC1)C(=O)OC1=C(C=CC=C1)C(=O)OC1=C(C=CC=C1)C(=O)N1CCC(CC1)OC1=NC=C(C=C1)C1=CC=C(C=C1)N(C)C 2-((2-(4-((5-(4-(dimethylamino)phenyl)pyridin-2-yl)oxy)piperidine-1-carbonyl)phenoxy)carbonyl)phenyl morpholine-4-carboxylate